4-[(2,6-dichloro-4-pyridinyl)-difluoro-methyl]-3,6-dihydro-2H-pyridine-1-carboxylic acid tert-butyl ester C(C)(C)(C)OC(=O)N1CCC(=CC1)C(F)(F)C1=CC(=NC(=C1)Cl)Cl